6-(1-isopropyl-1H-pyrazol-4-yl)-1-methyl-1H-indole-3-carboxylic acid methyl ester COC(=O)C1=CN(C2=CC(=CC=C12)C=1C=NN(C1)C(C)C)C